C(CCCCCCC)([O-])[O-].[Ti+4].C(CCCCCCC)([O-])[O-] titanium octanediolate